C(C)[C@@H]1CN(S(O1)=O)C(=O)OC(C)(C)C tert-butyl (5R)-5-ethyl-1,2,3-oxathiazolidine-3-carboxylate 2-oxide